N-(2,2-difluoro-1-methylcyclopropyl)-4-(3-(4-fluoro-2,6-dimethylphenoxy)-1-methyl-2-oxo-1,2-dihydropyridin-4-yl)-6-methyl-7-oxo-6,7-dihydro-1H-pyrrolo[2,3-c]pyridine-2-carboxamide FC1(C(C1)(C)NC(=O)C1=CC2=C(C(N(C=C2C2=C(C(N(C=C2)C)=O)OC2=C(C=C(C=C2C)F)C)C)=O)N1)F